NC1=NC=NN2C1=C(C=C2C=2C=C(C(=NC2)OC)C(=O)N[C@@H]2CN(C[C@@H]2F)C(=O)OC2(CC2)C2CC2)C(F)(F)F [1,1'-bi(cyclopropane)]-1-yl (3R,4S)-3-{5-[4-amino-5-(trifluoromethyl)pyrrolo[2,1-f][1,2,4]triazin-7-yl]-2-methoxypyridine-3-amido}-4-fluoropyrrolidine-1-carboxylate